chloro-5-(cis-2,6-dimethylmorpholino)-[2,3'-bipyridine] ClC=1C(=NC=C(C1)N1C[C@@H](O[C@@H](C1)C)C)C=1C=NC=CC1